COC1=NC=C(C=N1)C=CC1=NC(=C2N=CNC2=N1)N 2-(2-(2-methoxypyrimidin-5-yl)vinyl)-9H-purin-6-amine